C(C)C(C#C)(CCC(CCC)CC)O 3,6-diethyl-1-nonyn-3-ol